N-(5-((2,6-difluoro-3,5-dimethoxybenzyl)oxy)pyridin-2-yl)-7-(dimethoxymethyl)-3,4-dihydro-1,8-naphthyridine-1(2H)-carboxamide FC1=C(COC=2C=CC(=NC2)NC(=O)N2CCCC3=CC=C(N=C23)C(OC)OC)C(=C(C=C1OC)OC)F